ClC1=CN=C2C(=N1)SC(=C2)\C=C/2\CN(CC2)C(=O)OC(C)(C)C tert-butyl (E)-3-((3-chlorothieno[2,3-b]pyrazin-6-yl)methylene)pyrrolidine-1-carboxylate